3-P-serine C(C(C(=O)O)N)OP(=O)(O)O